OC=1C(=NC=CC1)C1=NC2=CC=C(C=C2C=C1)C(=O)N (3-hydroxypyridin-2-yl)quinoline-6-carboxamide